N-(3-fluoro-2'-hydroxy-3'-(pyridin-3-yl)-[1,1'-biphenyl]-4-yl)acetamide 1-[3-methyl-4-(4,4,5,5-tetramethyl-1,3,2-dioxaborolan-2-yl)phenyl]cyclobutyl-acetate CC=1C=C(C=CC1B1OC(C(O1)(C)C)(C)C)C1(CCC1)CC(=O)O.FC=1C=C(C=CC1NC(C)=O)C1=C(C(=CC=C1)C=1C=NC=CC1)O